C(C)(C)(C)OC(=O)N1CCC(CC1)(C)C=O.BrC1=C(C(=C(C=C1)C1CCNCC1)F)F 4-(4-bromo-2,3-difluorophenyl)piperidine tert-butyl-4-formyl-4-methylpiperidine-1-carboxylate